C(=O)O.FC(C1=NN=C(S1)C1=NC=C2N1C=C(C=C2C=2CCNCC2)S(=O)(=O)NC2(CC2)C)F 3-(5-(difluoromethyl)-1,3,4-thiadiazol-2-yl)-N-(1-methylcyclopropyl)-8-(1,2,3,6-tetrahydropyridin-4-yl)imidazo[1,5-a]pyridine-6-sulfonamide formate